C(C1=CC=CC=C1)OC(=O)NC=1C(=C(C=CC1)[C@@](CC(=O)OC)(C)N\C(\NC1CCC(CC1)(F)F)=N/C(=O)OC(C)(C)C)Cl Methyl (3S)-3-[3-(benzyloxycarbonylamino)-2-chlorophenyl]-3-{[(Z)-N'-tert-butoxy-carbonyl-N-(4,4-difluorocyclohexyl)carbamimidoyl]amino}butanoate